N-(2-(1-amino-2-methoxyethyl)pyridin-4-yl)cyclopropanesulfonamide hydrochloride Cl.NC(COC)C1=NC=CC(=C1)NS(=O)(=O)C1CC1